(E)-N-(4-(((5-hydroxy-2,2-dimethyl-2H-chromen-6-yl)methylene)amino)phenyl)cyclopropanesulfonamide OC1=C2C=CC(OC2=CC=C1\C=N\C1=CC=C(C=C1)NS(=O)(=O)C1CC1)(C)C